1-cyclobutyl-3-methyl-8-(1-methyl-1H-pyrazol-4-yl)-3H-pyrrolo[2,3-c]isoquinoline C1(CCC1)C1=CN(C=2N=CC=3C=CC(=CC3C21)C=2C=NN(C2)C)C